C(C)(=O)C1CC(C1)CN1C(N(C=2N=CN(C2C1=O)C)C)=O 1-[(3-acetylcyclobutyl)methyl]-3,7-dimethylpurine-2,6-dione